C12CCN(CCC2C1)C=1C2=C(N=C(N1)Cl)C(=C(N=C2)Cl)F 4-(4-Azabicyclo[5.1.0]octan-4-yl)-2,7-dichloro-8-fluoropyrido[4,3-d]pyrimidine